NC[C@H]1C(N[C@H](C(N[C@@H](CN([C@H](C(N([C@H](C(N[C@H](C(N1)=O)C1CCCCC1)=O)CC(C)C)C)=O)CCCC)CCCC)C)=O)COCCCN)=O (3S,6S,9S,12S,15S,18R)-6-(Aminomethyl)-3-((3-aminopropoxy)methyl)-15,16-dibutyl-9-cyclohexyl-12-isobutyl-13,18-dimethyl-1,4,7,10,13,16-hexaazacyclooctadecane-2,5,8,11,14-pentaone